FC(C=1C=C(OC2=CC=C(CCOC=3C=C4N(C(N3)=O)CC35N4CC(C3)C5)C=C2)C=CC1)(F)F 3-(4-(3-(trifluoromethyl)phenoxy)phenethoxy)-7,8-dihydro-1H,6H,9H-7,8a-methanopyrrolo[1',2':3,4]imidazo[1,2-c]pyrimidin-1-one